(2S,3R)-3-[5-[(E)-3-(2,4-Dihydroxyphenyl)-3-oxoprop-1-enyl]-2-hydroxyphenyl]-5-hydroxy-2-(4-hydroxyphenyl)-7-[3,4,5-trihydroxy-6-(hydroxymethyl)oxan-2-yl]oxy-2,3-dihydrochromen-4-one OC1=C(C=CC(=C1)O)C(/C=C/C=1C=CC(=C(C1)[C@@H]1[C@H](OC2=CC(=CC(=C2C1=O)O)OC1OC(C(C(C1O)O)O)CO)C1=CC=C(C=C1)O)O)=O